FC1(C(C(C(C(C1(F)F)(F)F)(F)F)(C(F)(F)F)F)(F)F)C(F)(F)F perfluoro(1,3-dimethylcyclohexane)